(3S)-3-amino-5-phenyl-1,3-dihydro-1,4-benzodiazepin-2-one N[C@@H]1C(NC2=C(C(=N1)C1=CC=CC=C1)C=CC=C2)=O